ClC=1N=CC=C2C=C(C(=NC12)/N=C/NO)C(=O)OCC ethyl (E)-8-chloro-2-(((hydroxyamino) methylene) amino)-1,7-naphthyridine-3-carboxylate